COC1=C(C=CC=C1)C1=C(C=NC(=C1)C)C(=O)NC=1SC2=C(N1)CN(C2)C(=O)C2=CC(N(C=C2)C)=O 4-(2-methoxyphenyl)-6-methyl-N-[5-(1-methyl-2-oxo-1,2-dihydropyridine-4-carbonyl)-4H,5H,6H-pyrrolo[3,4-d][1,3]thiazol-2-yl]pyridine-3-carboxamide